NC1=C2N=C(N(C2=NC=N1)CCCNCCCCCCN)SC1=CC2=C(OCO2)C=C1I N1-(3-(6-Amino-8-(6-iodobenzo[d][1,3]dioxol-5-ylthio)-9H-purin-9-yl)propyl)hexane-1,6-diamine